C(C1CO1)OCCC[SiH2]OC(OC)OC 3-glycidoxypropyldimethoxymethoxylsilane